(S)-2-(2-methylpyridin-4-yl)-N-(tetrahydrofuran-3-yl)-1H-pyrrolo[3,2-c]pyridin-6-amine CC1=NC=CC(=C1)C1=CC=2C=NC(=CC2N1)N[C@@H]1COCC1